OC1=C(C=CC(=C1)OCCCCCC)C1=NC(=NC(=N1)C1=CC=CC=C1)C1=CC=CC=C1 2-(2-Hydroxy-4-hexyloxy-phenyl)-4,6-diphenyl-1,3,5-triazin